6-(triphenylmethyl)mercaptohexane C1(=CC=CC=C1)C(C1=CC=CC=C1)(C1=CC=CC=C1)SCCCCCC